C(CCC)(=O)NC1=NC=CC(=C1)CN1CCC(=CC1)C=1C(=NC(=CC1)C(=O)NC)C 1'-((2-butyramidopyridin-4-yl)methyl)-N,2-dimethyl-1',2',3',6'-tetrahydro-[3,4'-bipyridine]-6-carboxamide